2-(2,6-dioxopiperidin-3-yl)-5-(3-(3-(5-(3-((5-(5-methyl-5H-pyrido[4,3-b]indol-7-yl)pyridin-2-yl)oxy)propoxy)pyridin-2-yl)propoxy)azetidin-1-yl)isoindoline-1,3-dione O=C1NC(CCC1N1C(C2=CC=C(C=C2C1=O)N1CC(C1)OCCCC1=NC=C(C=C1)OCCCOC1=NC=C(C=C1)C=1C=CC=2C3=C(N(C2C1)C)C=CN=C3)=O)=O